4-methyl-N4-(3-methyl-1H-indazol-6-yl)-1,3,5-triazine-2,4-diamine CC1(NC(=NC=N1)N)NC1=CC=C2C(=NNC2=C1)C